5-tert-butyl-2-hydroxybenzoate C(C)(C)(C)C=1C=CC(=C(C(=O)[O-])C1)O